1-(tert-butyl) 2-ethyl (S)-4-(hydroxymethyl)-2,3-dihydro-1H-pyrrole-1,2-dicarboxylate OCC=1C[C@H](N(C1)C(=O)OC(C)(C)C)C(=O)OCC